(S)-1-(2-(1H-indol-3-yl)ethyl)-7-(cyclopentyloxy)-6-methoxy-3,4-dihydroisoquinoline-2(1H)-formaldehyde N1C=C(C2=CC=CC=C12)CC[C@@H]1N(CCC2=CC(=C(C=C12)OC1CCCC1)OC)C=O